1-chloro-6-hydroxyisoquinoline-5-carbaldehyde ClC1=NC=CC=2C(=C(C=CC12)O)C=O